10-(5-chloro-3-fluoropyridin-2-yl)-7-(4-(trifluoromethyl)benzyl)-2-oxa-7,10-diazadispiro[3.1.56.14]dodecane-8,11-dione ClC=1C=C(C(=NC1)N1CC(N(C2(CC3(COC3)C2)C1=O)CC1=CC=C(C=C1)C(F)(F)F)=O)F